(1R,2S,5R)-(-)-Menthol C[C@@H]1CC[C@H]([C@@H](C1)O)C(C)C